N[C@@H]1C[C@H](C1)C1=C2C(=NN(C2=CC=C1)CC(=O)NCC1=C(C(=CC=C1)Cl)F)C(=O)N ((trans)-3-aminocyclobutyl)(2-((3-chloro-2-fluorobenzyl)amino)-2-oxoethyl)-1H-indazole-3-carboxamide